(2R,5S)-2-tert-butyl-3,5-dimethyl-imidazolidin-4-one C(C)(C)(C)[C@@H]1N[C@H](C(N1C)=O)C